ClC=1C=C2CCCN(C2=C(C1)C1=C2C(=NC=C1)C=C(S2)CN2C(CCC2=O)=O)[C@H]2C[C@](NC2)(C(=O)O)C (2S,4S)-4-(6-chloro-8-(2-((2,5-dioxopyrrolidin-1-yl)methyl)thieno[3,2-b]pyridin-7-yl)-3,4-dihydroquinolin-1(2H)-yl)-2-methylpyrrolidine-2-carboxylic acid